5-(methoxymethyl)furan-2-thiocarbamate COCC1=CC=C(O1)NC([O-])=S